C(#N)[C@H](CC1=C(C=C(C=C1)C=1C=CC2=C(N(C(O2)=O)C)C1)F)NC(=O)[C@H]1OC[C@@H](CNC1)OC (2S,6R)-N-((S)-1-cyano-2-(2-fluoro-4-(3-methyl-2-oxo-2,3-dihydrobenzo[d]oxazol-5-yl)phenyl)ethyl)-6-methoxy-1,4-oxazepane-2-carboxamide